3alpha,7alpha,16alpha-Trihydroxy-5alpha-cholan-24-oic acid O[C@H]1C[C@@H]2C[C@H]([C@H]3[C@@H]4C[C@H]([C@H]([C@@H](CCC(=O)O)C)[C@]4(CC[C@@H]3[C@]2(CC1)C)C)O)O